(R)-3-amino-2-(((benzyloxy)carbonyl)amino)propionic acid 2-methoxyethyl ester COCCOC([C@@H](CN)NC(=O)OCC1=CC=CC=C1)=O